ammonium persulfate HCl Cl.S(=O)(=O)([O-])OOS(=O)(=O)[O-].[NH4+].[NH4+]